ClC=1C=C(C=CC1OC)C1=C(C(N(N1C)C1=NC=CC=C1C(F)(F)F)=O)NC(C1=CC=C(C=C1)OC(F)F)=O N-(5-(3-chloro-4-methoxyphenyl)-1-methyl-3-oxo-2-(3-(trifluoromethyl)pyridin-2-yl)-2,3-dihydro-1H-pyrazol-4-yl)-4-(difluoromethoxy)benzamide